tert-butyl (3-(5-(2-(2,2,2-trifluoroethoxy)ethoxy)-1,3,4-oxadiazol-2-yl)bicyclo[1.1.1]pentan-1-yl)carbamate FC(COCCOC1=NN=C(O1)C12CC(C1)(C2)NC(OC(C)(C)C)=O)(F)F